5-aminothiophene-3-boronic acid NC1=CC(=CS1)B(O)O